3-(13-(propylamino)-13-oxotridecanamido)propanoic acid C(CC)NC(CCCCCCCCCCCC(=O)NCCC(=O)O)=O